C(C1=CC=CC=C1)N([C@H](C)C(=O)OC)C([C@H](CC)NC(=O)OC(C)(C)C)=O methyl N-benzyl-N-((S)-2-((tert-butoxycarbonyl) amino) butanoyl)-D-alaninate